C(C)(C)(C)[C@@H]1CC=2C=C3C(=NC2CC1)SC(=N3)C(=O)N[C@H](CCN3CCC(CC3)O)C3=CC(=CC=C3)C(N[C@@H]3CNC[C@H]3O)=O (7S)-7-tert-butyl-N-[(1R)-3-(4-hydroxy-1-piperidyl)-1-[3-[[(3R,4R)-4-hydroxypyrrolidin-3-yl]carbamoyl]phenyl]propyl]-5,6,7,8-tetrahydrothiazolo[5,4-b]quinoline-2-carboxamide